ClC1=NC=C(C(=C1)C1=C(C=NC(=C1)C)C(=O)NC=1SC(=NN1)OCC1COC1)OC 2'-chloro-5'-methoxy-6-methyl-N-(5-(oxetan-3-ylmethoxy)-1,3,4-thiadiazol-2-yl)-(4,4'-bipyridine)-3-carboxamide